methyl(cyclopentadienyl)(2,7-di-t-butylfluorenyl)(phenyl)methane CC(C1=CC=CC=C1)(C1=C(C=CC=2C3=CC=C(C=C3CC12)C(C)(C)C)C(C)(C)C)C1C=CC=C1